N-[3-(4-Ethyl-piperazin-1-yl)-5-trifluoromethyl-phenyl]-4-methyl-3-(4-pyridin-3-yl-pyrimidin-2-ylamino)-benzamide C(C)N1CCN(CC1)C=1C=C(C=C(C1)C(F)(F)F)NC(C1=CC(=C(C=C1)C)NC1=NC=CC(=N1)C=1C=NC=CC1)=O